tert-butyl (4S)-2-(((S)-1-((4-(N-((benzyloxy)carbonyl)carbamimidoyl)benzyl)amino)-1-oxopropan-2-yl)carbamoyl)-4-(pyridin-4-yl)pyrrolidine-1-carboxylate C(C1=CC=CC=C1)OC(=O)NC(=N)C1=CC=C(CNC([C@H](C)NC(=O)C2N(C[C@@H](C2)C2=CC=NC=C2)C(=O)OC(C)(C)C)=O)C=C1